FC1=CC(=C(C=C1)C=1C2=C(C(NC1C=1C=C(C#N)C=CC1)=O)C=CS2)OCCOC 3-[7-[4-fluoro-2-(2-methoxyethoxy)phenyl]-4-oxo-5H-thieno[3,2-c]pyridin-6-yl]benzonitrile